bis(4-tert-butyl-2,6-dimethylphenyl) disulfide C(C)(C)(C)C1=CC(=C(C(=C1)C)SSC1=C(C=C(C=C1C)C(C)(C)C)C)C